8-hydroxy-5-(4-methoxyphenylethyl)-7-methyl-2,3-dihydropyrido[3,4-d]pyridazine-1,4-dione OC1=C(N=C(C=2C(NNC(C21)=O)=O)CCC2=CC=C(C=C2)OC)C